S(=O)(=O)(O)O.CSC(N)=N.CSC(N)=N S-methylisothiourea hemisulfate